2-(2,5-dimethoxyphenyl)-N-(3-(4-(2,3-dimethylphenyl)piperazin-1-yl)propyl)-1-(3-(methylcarbamoyl)cyclobutyl)-1H-benzo[d]imidazole-6-carboxamide COC1=C(C=C(C=C1)OC)C1=NC2=C(N1C1CC(C1)C(NC)=O)C=C(C=C2)C(=O)NCCCN2CCN(CC2)C2=C(C(=CC=C2)C)C